OC1CC(NC1)C(NCC1=CC=C(C=C1)C1=C(N=CS1)C)=O 4-hydroxy-2-((4-(4-methylthiazol-5-yl)benzyl)carbamoyl)pyrrolidin